(3-bromo-6,7-dihydro-5H-cyclopenta[b]pyridin-4-yl)carbamic acid tert-butyl ester C(C)(C)(C)OC(NC1=C2C(=NC=C1Br)CCC2)=O